BrC=1C=C(C=CC1)N(N=C(C1=NC(=NC=C1C1=C(C=CC=C1)Br)NC1=CC=C(C=C1)C#N)C1=NC(=NC=C1C1=C(C=CC=C1)Br)NC1=CC=C(C=C1)C#N)C(=O)N 2-bromophenyl-2-(4-cyanophenylamino)-pyrimidin-4-ylketone-N-(3-bromophenyl) semicarbazone